1-{2-[(dimethylcarbamoyl)(methyl)amino]acetyl}-4-fluoro-N-{[3-fluoro-4-(propan-2-yl)phenyl](phenyl)methyl}pyrrolidine-2-carboxamide CN(C(=O)N(CC(=O)N1C(CC(C1)F)C(=O)NC(C1=CC=CC=C1)C1=CC(=C(C=C1)C(C)C)F)C)C